N-(9-fluorenylmethyloxycarbonyl)-O-tert-butyl-L-tyrosine C1=CC=CC=2C3=CC=CC=C3C(C12)COC(=O)N[C@@H](CC1=CC=C(C=C1)OC(C)(C)C)C(=O)O